ClC=1C(=NC=C(C1)NC(C1=C(C=C(C(=C1)F)C1=C(C=NC=C1)C#C)Cl)=O)C(=O)NCC(=O)N(CC)CC 3-chloro-5-(2-chloro-4-(3-ethynylpyridin-4-yl)-5-fluorobenzamido)-N-(2-(diethylamino)-2-oxoethyl)picolinamide